3-(5-((((1R,4S)-bicyclo[2.2.1]heptan-2-yl)oxy)methyl)-1-oxoisoindolin-2-yl)piperidine-2,6-dione [C@@H]12C(C[C@@H](CC1)C2)OCC=2C=C1CN(C(C1=CC2)=O)C2C(NC(CC2)=O)=O